1-(tert-butyl)2-methyl-2-(2-chloroethyl)-4,4-difluoropyrrolidine C(C)(C)(C)N1C(CC(C1)(F)F)(CCCl)C